2-[6-Chloro-3-(difluoromethyl)imidazo[1,5-a]pyridin-8-yl]-N-ethyl-5-fluoro-N-(isopropyl)benzamide ClC=1C=C(C=2N(C1)C(=NC2)C(F)F)C2=C(C(=O)N(C(C)C)CC)C=C(C=C2)F